1-butyl-3-(2-ethylhexyl)imidazolium acetate C(C)(=O)[O-].C(CCC)N1C=[N+](C=C1)CC(CCCC)CC